FC1=C(C#N)C(=CC(=C1)CC(C)C)N1CCN(CC1)CC1=NC=CC=C1OC 2-fluoro-4-isobutyl-6-(4-((3-methoxypyridin-2-yl)methyl)piperazin-1-yl)benzonitrile